C[C@@]1(N(CCC1)CC1(COC1)CBr)C(=O)O methyl-((3-(bromomethyl)oxetan-3-yl)methyl)-L-proline